tert-Butyl 4,4-difluoro-1-(2-fluorobiphenyl-4-yl)cyclohexanecarboxylate FC1(CCC(CC1)(C(=O)OC(C)(C)C)C1=CC(=C(C=C1)C1=CC=CC=C1)F)F